1-triethoxysilyl-8-(diethylamino)(methyldimethoxysilylpropylamino)methylsilyl-octane C(C)O[Si](C(CCCCCCCN(CC)CC)[SiH2]CNCCC[Si](OC)(OC)C)(OCC)OCC